CN1N=CC=C1NC1=NC=CC(=C1)C1=CC(NC(=C1)C1=C(C=CC=C1)C(F)(F)F)=O 4-[2-[(2-Methylpyrazol-3-yl)amino]-4-pyridyl]-6-[2-(trifluoromethyl)phenyl]-1H-pyridin-2-on